CN(/C=C/C(CC1CN(CCC1)C(=O)OC(C)(C)C)=O)C tert-Butyl (E)-3-(4-(dimethylamino)-2-oxobut-3-en-1-yl)piperidine-1-carboxylate